O=C1NC(CCC1N1C(N(C2=C1C=CC=C2NC(OC(C)(C)C)=O)C)=O)=O tert-butyl (1-(2,6-dioxopiperidin-3-yl)-3-methyl-2-oxo-2,3-dihydro-1H-benzo[d]imidazol-4-yl)carbamate